C(#N)C=1C=C(OC=2C=CC(=C3[C@@H](C(CC23)(F)F)O)S(=NC#N)(=O)C)C=C(C1)F N-(((S)-7-(3-cyano-5-fluorophenoxy)-2,2-difluoro-3-hydroxy-2,3-dihydro-1H-inden-4-yl)(methyl)(oxo)-λ6-sulfanylidene)cyanamide